3-isopropyl-1-methyl-1,5-dihydro-4H-pyrazolo[3,4-d]pyridazin-4-one C(C)(C)C1=NN(C=2C=NNC(C21)=O)C